NC1=NC=CC=C1S(=O)(=O)NC(=O)C=1C(=NC(=CC1)C1=CC(=CC(=C1)OC)OC)N1C(C[C@@H](C1)C)(C)C N-[(2-Amino-3-pyridyl)sulfonyl]-6-(3,5-dimethoxyphenyl)-2-[(4S)-2,2,4-trimethylpyrrolidin-1-yl]pyridin-3-carboxamid